2-(6-((6-((5-hydroxypentyl)oxy)pyridin-2-yl)amino)-1-(methylamino)-2,7-naphthyridin-4-yl)benzo[d]oxazol-5-ol OCCCCCOC1=CC=CC(=N1)NC=1C=C2C(=CN=C(C2=CN1)NC)C=1OC2=C(N1)C=C(C=C2)O